O[C@@H]1C[C@H](N(C1)C(C(C(C)C)C1=CC(=NO1)OC)=O)C=1NC=C(N1)C(=O)N1CCN(CC1)C1=CC=CC=C1 1-[(2S,4R)-4-hydroxy-2-[4-(4-phenylpiperazine-1-carbonyl)-1H-imidazol-2-yl]pyrrolidin-1-yl]-2-(3-methoxyisoxazol-5-yl)-3-methyl-butan-1-one